(S)-4-nitro-5-((oxetan-2-ylmethyl)amino)thiophene-2-carboxylic acid methyl ester COC(=O)C=1SC(=C(C1)[N+](=O)[O-])NC[C@H]1OCC1